CN(C(C1=CC(=CC=C1)NC=1C=2C(N=C3C=CN=CC13)=C1N(N2)C=CN=C1)=O)C N,N-dimethyl-3-(pyrazino[1',2':1,5]pyrazolo[4,3-b][1,6]naphthyridin-7-ylamino)benzamide